(R)-2-(2,5-difluoro-4-(6-((2-fluoro-4-(1H-1,2,3-triazol-1-yl)benzyl)oxy)pyridin-2-yl)benzyl)-4-fluoro-1-(2-methoxypropyl)-1H-benzo[d]imidazole-6-carboxylic acid FC1=C(CC2=NC3=C(N2C[C@@H](C)OC)C=C(C=C3F)C(=O)O)C=C(C(=C1)C1=NC(=CC=C1)OCC1=C(C=C(C=C1)N1N=NC=C1)F)F